C(CCC)(C1=C(C(=CC=C1C)C(C)(C)C)O)C1=C(C(=CC=C1C)C(C)(C)C)O butylidenebis-(6-t-butyl-3-methylphenol)